OC([C@@H](C)NC(=O)C=1C(NN=C(C1)C1=CC=C(C=C1)OC(F)(F)F)=O)(C)C N-[(2R)-3-hydroxy-3-methylbut-2-yl]-3-oxo-6-[4-(trifluoromethoxy)phenyl]-2,3-dihydropyridazine-4-carboxamide